[Cl-].C(C)N1CN(C=C1)C 1-ethyl-3-methylimidazole chloride salt